N1=NNC=2C=NC=CC21 3H-1,2,3-triazolo[4,5-C]pyridine